C(C)(C)(C)C1(CC=C(C=C1)C1=CC=CC=C1)C=1N=NNC1 4-(4-(tert-butyl)-[1,1-biphenyl]-4-yl)-1H-1,2,3-triazole